CN(C(OC(C)(C)C)=O)C=1C(=NC=CC1)NC1=NC(=NS1)C=1C=C2C(=CN1)N(CC2)C tert-butyl methyl(2-((3-(1-methyl-2,3-dihydro-1H-pyrrolo[2,3-c]pyridin-5-yl)-1,2,4-thiadiazol-5-yl)amino)pyridin-3-yl)carbamate